(E)-ethyl 4-oxo-4-((2-(o-tolyl)pyridine-4-yl)amino)but-2-enoate O=C(/C=C/C(=O)OCC)NC1=CC(=NC=C1)C1=C(C=CC=C1)C